1,5-dimethyl glutarate C(CCCC(=O)OC)(=O)OC